FC(C1=NN=C2N1N=C(CC2)N2CCC(CC2)C2=CC=C(OCC(=O)O)C=C2)(F)F (4-(1-(3-(trifluoromethyl)-7,8-dihydro-[1,2,4]triazolo[4,3-b]pyridazin-6-yl)piperidin-4-yl)phenoxy)acetic acid